F[C@@H]1CNCC[C@@H]1NC1=NC=C(C(=N1)C=1SC(=CN1)CC(C)(O)C)C(F)(F)F 1-(2-(2-(((3R,4S)-3-fluoropiperidin-4-yl)amino)-5-(trifluoromethyl)pyrimidin-4-yl)thiazol-5-yl)-2-methylpropan-2-ol